7-(8-ethyl-7-fluoro-3-(methoxymethoxy)naphthalen-1-yl)-8-fluoro-2-(((2R,7aS)-2-fluorotetrahydro-1H-pyrrolizin-7a(5H)-yl)methoxy)-4-(1,4-oxazepan-4-yl)quinazolin-6-ol C(C)C=1C(=CC=C2C=C(C=C(C12)C1=C(C=C2C(=NC(=NC2=C1F)OC[C@]12CCCN2C[C@@H](C1)F)N1CCOCCC1)O)OCOC)F